ClC=1C(N(C(=CC1[C@@H]1[C@H](C1)C=1C=C(C(=O)OC)C=C(C1)F)C)C1=CC(=NC=C1C)C1=C(C(=CC=C1)C(N(C)C)=O)F)=O methyl 3-((1S,2S)-2-(3-chloro-2'-(3-(dimethylcarbamoyl)-2-fluorophenyl)-5',6-dimethyl-2-oxo-2H-[1,4'-bipyridin]-4-yl)cyclopropyl)-5-fluorobenzoate